FC(CN1N=NC(=C1)C(=O)NCC=1C=NC(=CC1)C)CCN1N=NC(=C1)NC(CC1=CC(=CC=C1)OC(F)(F)F)=O 1-[2-fluoro-4-(4-{2-[3-(trifluoromethoxy)phenyl]acetamido}-1H-1,2,3-triazol-1-yl)butyl]-N-[(6-methylpyridin-3-yl)methyl]-1H-1,2,3-triazole-4-carboxamide